[Br-].C(C)[N+](CC1=CC2=C(N=C3C(NC(N=C3N2CC(C(C(COC(C)=O)OC(C)=O)OC(C)=O)OC(C)=O)=O)=O)C=C1C)(CC)CC Triethyl-[7-methyl-2,4-dioxo-10-(2,3,4,5-tetraacetoxy-pentyl)-2,3,4,10-tetrahydro-benzo[g]pteridin-8-ylmethyl]-ammonium bromid